methyl-4-propyl-6-(1H-pyrazol-1-yl)isoquinoline-3-carboxylic acid methyl ester COC(=O)C=1N=C(C2=CC=C(C=C2C1CCC)N1N=CC=C1)C